(S)-5-fluoro-3-((R)-5-isopropyl-3-(isoquinolin-1-yl)-4,5-dihydroisoOxazole-5-carboxamido)-4-oxopentanoic acid FCC([C@H](CC(=O)O)NC(=O)[C@@]1(CC(=NO1)C1=NC=CC2=CC=CC=C12)C(C)C)=O